COC=1C=C2C(=NC=NC2=CC1OC)N1CCN(CCC1)S(=O)(=O)N 4-(6,7-dimethoxyquinazolin-4-yl)-1,4-diazacycloheptane-1-sulfonamide